CC1(C(C(=S)[S-])C=CC=C1)CCC 2-methyl-2-propylbenzodithioate